C(C)(=O)C=1C(=C(C=CC1Cl)S(=O)(=O)Cl)F acetyl-4-chloro-2-fluorobenzenesulfonyl chloride